COC[C@@H]1CC[C@@]2(CCCN12)CO ((3S,7aS)-3-(methoxymethyl)hexahydro-1H-pyrrolizin-7a-yl)methanol